C(C)N1C2=CC=CC=C2C=2C=C(C=CC12)C=C1C(C2=CC(=CC=C2C1)O)=O 2-((9-ethyl-9H-carbazol-3-yl)methylene)-6-hydroxy-2,3-dihydro-1H-inden-1-one